(3-fluoro-2-methoxy-5-(tetrahydro-2H-pyran-4-yl)phenyl)boronic acid FC=1C(=C(C=C(C1)C1CCOCC1)B(O)O)OC